2-(5,6-difluoro-1H-indazol-3-yl)-6H-1,6-naphthyridin-5-one FC=1C=C2C(=NNC2=CC1F)C1=NC=2C=CNC(C2C=C1)=O